ClC=1C=C(C=NC1)C1=NC(=C2N=CN(C2=N1)[C@H]1[C@@H]([C@@H]([C@H](O1)C(=O)NNC)O)O)NCC1=NC=CC=C1 (2S,3S,4R,5R)-5-(2-(5-chloropyridin-3-yl)-6-((pyridin-2-ylmethyl)amino)-9H-purin-9-yl)-3,4-dihydroxyl-N'-methyltetrahydrofuran-2-carbohydrazide